C[Si](OCl)(OCl)OCl methyltrichlorosilanetriol